ClC=1C=C(C=CC1)[C@H]1OCCN(C1)C[C@H](COC1=CC=C(C=C1)N(S(=O)(=O)C)C)O N-(4-((R)-3-((R)-2-(3-chlorophenyl)morpholino)-2-hydroxypropoxy)phenyl)-N-methylmethanesulfonamide